5-((6-amino-5-chloropyridin-3-yl)ethynyl)-2-fluoro-4-methyl-N-(3-(4-methyl-1H-imidazole-1-yl)-5-(trifluoromethyl)phenyl)benzamide NC1=C(C=C(C=N1)C#CC=1C(=CC(=C(C(=O)NC2=CC(=CC(=C2)C(F)(F)F)N2C=NC(=C2)C)C1)F)C)Cl